tertbutyl (3R)-3-(pyridine-2-amido)piperidine-1-carboxylate N1=C(C=CC=C1)C(=O)N[C@H]1CN(CCC1)C(=O)OC(C)(C)C